FC(CN1C(=NC=2C1=NC(=CN2)C2=CNC=1N=C(N=CC12)NC1CCC(CC1)NC(C)=O)C)F N-((1s,4s)-4-((5-(1-(2,2-difluoroethyl)-2-methyl-1H-imidazo[4,5-b]pyrazin-6-yl)-7H-pyrrolo[2,3-d]pyrimidin-2-yl)amino)cyclohexyl)acetamide